1-(1-methoxyethyl)-3,8-diazabicyclo[3.2.1]octan COC(C)C12CNCC(CC1)N2